FC(C=1C=CC=2N(N1)C(=CN2)C2=CC(=NC=N2)C2CN(CC2)C(C)=O)F 1-(3-(6-(6-(Difluoromethyl)imidazo[1,2-b]pyridazin-3-yl)pyrimidin-4-yl)pyrrolidin-1-yl)ethan-1-one